1-(1,2,3,4,6,7,8,8a-octahydro-2,3,8,8-tetramethyl-2-naphthyl)ethan-1-one CC1(CC2C(CCC=C2CC1C)(C)C)C(C)=O